methyl 2-(6'-oxo-6'H-spiro[cyclopropane-1,9'-thieno[3,2-f]isoquinolin]-7'(8'H)-yl)acetate O=C1N(CC2(C3=C4C(=CC=C13)SC=C4)CC2)CC(=O)OC